(3R)-3-((1H-pyrazol-1-yl)methyl)-7-((2S,5R)-4-acryloyl-2,5-dimethylpiperazin-1-yl)-9-chloro-10-(2,4-difluorophenyl)-2,3-dihydro-5H-[1,4]oxazino[2,3,4-ij]quinazolin-5-one N1(N=CC=C1)C[C@@H]1COC=2C(=C(C=C3C(=NC(N1C23)=O)N2[C@H](CN([C@@H](C2)C)C(C=C)=O)C)Cl)C2=C(C=C(C=C2)F)F